C1(=CC=CC=C1)N1N=C(C(=C1)/C=C/C(=O)N1C(CCCC1)C(=O)N)C=1C=NC=CC1 (E)-1-(3-(1-phenyl-3-(pyridin-3-yl)-1H-pyrazol-4-yl)acryloyl)piperidine-2-carboxamide